6-(Hydroxymethyl)-5-(4-(2-((1-(methylsulfonyl)piperidin-4-yl)amino)-5-(trifluoromethyl)pyrimidin-4-yl)-1H-imidazol-1-yl)picolinonitrile OCC1=C(C=CC(=N1)C#N)N1C=NC(=C1)C1=NC(=NC=C1C(F)(F)F)NC1CCN(CC1)S(=O)(=O)C